C1(CCCCC1)C=O cyclohexane-carboxaldehyde